(4-(((2R,3R,4R,5S)-3,4,5-trihydroxy-2-(hydroxymethyl)piperidin-1-yl)methyl)piperidin-1-yl)methanone O[C@@H]1[C@H](N(C[C@@H]([C@H]1O)O)CC1CCN(CC1)C=O)CO